C(C1=CC=CC=C1)(=O)N1CCC(CC1)CCCCNC(=O)C=1C=CC=2N(C1)C=CN2 N-[4-(1-benzoylpiperidin-4-yl)butyl]imidazo[1,2-a]pyridine-6-carboxamide